C(CCC#CC)N hex-4-yn-1-amine